N-{4-chloro-3-[4-(2-fluoro-4-methylphenyl)-6-oxo-1,6-dihydropyrimidin-2-yl]benzyl}isobutyramide ClC1=C(C=C(CNC(C(C)C)=O)C=C1)C=1NC(C=C(N1)C1=C(C=C(C=C1)C)F)=O